OC(=O)C(F)(F)F.CS(=O)(=O)CC(=O)N(CCN1C2CC(CC1CC2)C=2C=C(C(=O)N)C=CC2)CC2CCC(CC2)C 3-endo-(8-{2-[(2-methanesulfonylacetyl)-(4-methylcyclohexylmethyl)amino]ethyl}-8-azabicyclo[3.2.1]oct-3-yl)-benzamide TFA salt